2-Amino-1-Methyl-6-Phenylimidazo(4,5-b)Pyridine NC=1N(C=2C(=NC=C(C2)C2=CC=CC=C2)N1)C